1,3,5-tris(2-cyclohexyl-acetylamino)benzene C1(CCCCC1)CC(=O)NC1=CC(=CC(=C1)NC(CC1CCCCC1)=O)NC(CC1CCCCC1)=O